(R)-7-ethyl-2-(6-methyl-2-((4-(4-(4-methylpiperazin-1-yl)piperidin-1-yl)phenyl)amino)-7H-pyrrolo[2,3-d]pyrimidin-7-yl)-6,7-dihydro-5H-cyclopenta[b]pyridin-7-ol C(C)[C@]1(CCC=2C1=NC(=CC2)N2C(=CC1=C2N=C(N=C1)NC1=CC=C(C=C1)N1CCC(CC1)N1CCN(CC1)C)C)O